3-((5-(5-(difluoromethyl)-1,3,4-oxadiazole-2-yl)pyridine-2-yl)methyl)-5-fluoro-1-(1-(pyrimidine-5-carbonyl)piperidine-4-yl)-1,3-dihydro-2H-benzo[d]imidazole-2-one FC(C1=NN=C(O1)C=1C=CC(=NC1)CN1C(N(C2=C1C=C(C=C2)F)C2CCN(CC2)C(=O)C=2C=NC=NC2)=O)F